BrC=1C=C(C2=C(N(C=N2)C)C1C#N)C1=C(C=C(C=C1)OC(F)(F)F)F 6-bromo-4-(2-fluoro-4-(trifluoromethoxy)phenyl)-1-methyl-1H-benzo[d]imidazole-7-carbonitrile